2,5-dicyano-3,4-dibromothiophene C(#N)C=1SC(=C(C1Br)Br)C#N